NCCCCNCC(=O)O Z-N-aminobutylglycine